C1(=CC=CC=C1)CCC(=O)N[C@@H](CC1=CC=CC=C1)C(=O)O N-(3-phenylpropionyl)-L-phenylalanine